ClC1=CC=C(C(=N1)S(=O)(=O)NC(N(C)C)=O)N[C@H](C)C=1C=C(C=C2C(N(C(=NC12)N1CC2=CC=C(C=C2C1)F)C)=O)C (R)-6-chloro-N-(dimethylcarbamoyl)-3-((1-(2-(5-fluoroisoindolin-2-yl)-3,6-dimethyl-4-oxo-3,4-dihydroquinazolin-8-yl)ethyl)amino)pyridine-2-sulfonamide